Ethyl (2E)-2-[2-(4-chloro-2-fluorophenyl)hydrazinylidene]-3-oxopropanoate ClC1=CC(=C(C=C1)N\N=C(\C(=O)OCC)/C=O)F